(S)-8-ethyl-6-(trifluoromethoxy)-2-(trifluoromethyl)-2H-chromene-3-carboxylic acid C(C)C=1C=C(C=C2C=C([C@H](OC12)C(F)(F)F)C(=O)O)OC(F)(F)F